ClC1=C(C=C(C=C1)N1CC(C1)F)N1N=C2N=CC(=CC2=C1)C1=NC=CC=C1 N-{4-chloro-3-[5-(pyridin-2-yl)-2H-pyrazolo[3,4-b]pyridin-2-yl]phenyl}-3-fluoroazetidine